(S)-8-(2-amino-6-((R)-1-(5-chloro-3'-methyl-4'-(trifluoromethoxy)-[1,1'-biphenyl]-2-yl)-2,2,2-trifluoroethoxy)pyrimidin-4-yl)-2,8-diazaspiro[4.5]decane-3-carboxylic acid NC1=NC(=CC(=N1)N1CCC2(C[C@H](NC2)C(=O)O)CC1)O[C@@H](C(F)(F)F)C1=C(C=C(C=C1)Cl)C1=CC(=C(C=C1)OC(F)(F)F)C